BrC1=NN2C(C=CC(=C2C)C=2C=NN(C2)C(C)OCC)=N1 2-bromo-6-(1-(1-ethoxyethyl)-1H-pyrazol-4-yl)-5-methyl-[1,2,4]triazolo[1,5-a]pyridine